BrC=1C=C(C2=C(CNCCO2)C1)Cl 7-bromo-9-chloro-2,3,4,5-tetrahydro-1,4-benzoxazepine